1-((2S,3R)-3-((4-(2-Azidopropan-2-yl)-6-chloro-2,7-naphthyridin-1-yl)oxy)-2-methylazetidin-1-yl)ethan-1-one N(=[N+]=[N-])C(C)(C)C1=CN=C(C2=CN=C(C=C12)Cl)O[C@H]1[C@@H](N(C1)C(C)=O)C